COC1CC2C(C(NC2=O)(C(=O)[O-])C(=O)[O-])(O1)C 2-methoxy-6a-methyl-4-oxohexahydro-6H-furo[2,3-c]pyrrole-6,6-dicarboxylate